(E)-3-fluoro-2-[[2-(4-methoxy-1-piperidinyl)pyrimidin-5-yl]oxymethyl]prop-2-en-1-amine F/C=C(\CN)/COC=1C=NC(=NC1)N1CCC(CC1)OC